O1CC(C1)C1=NC=C2N1C=CN=C2 3-(oxetan-3-yl)imidazo[1,5-a]pyrazine